4-methyl-3-((4-methylphenyl)sulfonylamino)-N-((1-propyl-1H-pyrazol-4-yl)methyl)-benzamide CC1=C(C=C(C(=O)NCC=2C=NN(C2)CCC)C=C1)NS(=O)(=O)C1=CC=C(C=C1)C